C(C1=CC=CC=C1)(C1=CC=CC=C1)N1CCN(CC1)CC=1N=NN(C1)C1=CC=CC=C1 1-benzhydryl-4-((1-phenyl-1H-1,2,3-triazole-4-yl)methyl)piperazine